2-fluoro-4-(3-(3-hydroxy-4-methoxyphenyl)-4-methoxy-6-(piperazinyl)pyridin-2-yl)benzonitrile hydrochloride Cl.FC1=C(C#N)C=CC(=C1)C1=NC(=CC(=C1C1=CC(=C(C=C1)OC)O)OC)N1CCNCC1